S(C1=C(C=C(C(=C1)C(C)(C)C)O)C)C1=C(C=C(C(=C1)C(C)(C)C)O)C 4,4'-thiobis[3-methyl-6-(tert-butyl)phenol]